C1(C=CC2=CC=CC=C12)C(=O)N indeneamide